5-Bromo-1-methyl-3-nitro-indazole BrC=1C=C2C(=NN(C2=CC1)C)[N+](=O)[O-]